BrC1(C(C1)CCCCCCOCC1=CC=CC=C1)Br ((6-(2,2-dibromocyclopropyl)hexyloxy)methyl)benzene